(dibutylamino)-2-hydroxybenzophenone C(CCC)N(CCCC)C=1C(=C(C(=O)C2=CC=CC=C2)C=CC1)O